N-((3-fluoro-4-((5-fluoropyridin-2-yl)oxy)-5-methylphenyl)carbamoyl)-3-methoxycyclobutanecarboxamide FC=1C=C(C=C(C1OC1=NC=C(C=C1)F)C)NC(=O)NC(=O)C1CC(C1)OC